C(C)(C)C1=C(C=CC=C1)[C@H]1N(CCN(C1)CC=1C=C(C2=C(C=CO2)C1)OC([2H])([2H])[2H])C1CC2(CN(C2)C2=CC=C(C(=O)N)C=C2)C1 4-(6-((R)-2-(2-isopropylphenyl)-4-((7-(methoxy-d3)benzofuran-5-yl)methyl)piperazin-1-yl)-2-azaspiro[3.3]heptan-2-yl)benzamide